C1(CC1)C1=CC(=CC(=N1)C(=O)NC1=CC(=CC=C1)C1(COC1)[C@@H](C1=NN=CN1C)F)[C@H](C)N1CC(C1)(C)F 6-cyclopropyl-N-(3-(3-((S)-fluoro(4-methyl-4H-1,2,4-triazol-3-yl)methyl)oxetan-3-yl)phenyl)-4-((S)-1-(3-fluoro-3-methylazetidin-1-yl)ethyl)picolinamide